C(C)N(C1=CC(=C(C(=O)C(COC(C2=CC=CC=C2)=O)CCCC)C=C1)O)CC benzoic acid 2-[4-(diethylamino)-2-hydroxy-benzoyl]hexyl ester